COC1=CC=C(C=C1)C1=CC(=C(C=C1)NCCS(=O)(=O)F)C1=NN(C=C1)CC=1C=NC=CC1 2-((4'-methoxy-3-(1-(pyridin-3-ylmethyl)-1H-pyrazol-3-yl)-[1,1'-biphenyl]-4-yl)amino)ethane-1-sulfonyl fluoride